8-bromo-6-(bromomethyl)-3,4-dihydro-2H-pyrano[3,2-b]Pyridine BrC1=C2C(=NC(=C1)CBr)CCCO2